FC=1C=C2[C@@H]([C@@H](COC2=CC1)C)CS(=O)(=O)N |o1:4,5| ((3S*,4R*)-6-fluoro-3-methylchroman-4-yl)methanesulfonamide